CC(C)(CCCC(C=C)C)O 2,6-dimethyl-oct-7-en-2-ol